5-(3-chloropyridin-4-yl)-4,5-dihydro-1H-pyrazol ClC=1C=NC=CC1C1CC=NN1